O.[Na+].[Na+].OC1=C(C(=CC(=C1)S(=O)(=O)[O-])S(=O)(=O)[O-])O 1,2-dihydroxybenzene-3,5-disulfonic acid disodium salt monohydrate